CC1=C(C(=CC(=C1)OC1=C(C=C(C=C1)N)C(F)(F)F)C)C1=C(C=C(C=C1C)OC1=C(C=C(C=C1)N)C(F)(F)F)C 2,2',6,6'-tetramethyl-4,4'-bis(4-amino-2-trifluoromethylphenoxy)biphenyl